tert-butyl 4-[6-(methylcarbamoyl)-2-vinyl-3-pyridinyl]Piperazine-1-carboxylate CNC(=O)C1=CC=C(C(=N1)C=C)N1CCN(CC1)C(=O)OC(C)(C)C